C(CCCCCCCCCCCCCCCCC)(=O)[O-].[Ba+2].C(CCCCCCCCCCCCCCCCC)(=O)[O-] barium stearate salt